ClC1=CC=C(C=C1)C(CC(C(=O)NC)(C)C1=CC2=CC=C(C=C2C=C1)OC)(CN1C=NC=C1)O (2-(4-chlorophenyl)-2-hydroxy-3-(1H-imidazol-1-yl)propyl)-2-(6-methoxynaphthalen-2-yl)-N-methylpropanamide